[2-ethyl-4-[[3-[3-(trifluoromethyl)-1H-pyrazol-4-yl]imidazo[1,2-a]pyrazin-8-yl]amino]phenyl]-[4-(piperidine-4-carbonyl)piperazin-1-yl]methanone C(C)C1=C(C=CC(=C1)NC=1C=2N(C=CN1)C(=CN2)C=2C(=NNC2)C(F)(F)F)C(=O)N2CCN(CC2)C(=O)C2CCNCC2